C(CC=O)CC(=O)O The molecule is an oxopentanoic acid with the oxo group in the 5-position. It is an omega-oxo fatty acid, an aldehydic acid and an oxopentanoic acid. It is a conjugate acid of a 5-oxopentanoate.